N1(CCCC2=NC=CC=C12)C(=O)C=1C=NC=C(C1)C1=CC=C(C=C1)OC (3,4-dihydro-1,5-naphthyridin-1(2H)-yl)(5-(4-methoxyphenyl)pyridin-3-yl)methanone